C[C@H]1OC2=C(C1)C(=C(C=C2N)C)C2CCN(CC2)C (R)-2,5-dimethyl-4-(1-methylpiperidin-4-yl)-2,3-dihydrobenzofuran-7-amine